FC1=CC=CC=2C=3N(C(=NC12)N)C=C(N3)CC3=CC(=CC=C3)CN3CCOCC3 7-fluoro-2-(3-(morpholinomethyl)benzyl)imidazo[1,2-c]quinazolin-5-amine